CNC(C)(C)C1OCC2(C3=C1SC=C3)CC2 N-methyl-2-(5'H,7'H-spiro[cyclopropane-1,4'-thieno[2,3-c]pyran]-7'-yl)propane-2-amine